5'-(difluoromethoxy)-2',6-dimethyl-[4,4'-bipyridine]-3-carboxylic acid methyl ester COC(=O)C=1C=NC(=CC1C1=CC(=NC=C1OC(F)F)C)C